2,5-DIMETHYL-1H-PYRROLE-1-ACETALDEHYDE CC=1N(C(=CC1)C)CC=O